di(2-ethylhexyl)orthophosphoric acid C(C)C(COP(OCC(CCCC)CC)(O)=O)CCCC